1-imino-N-methyl-1-oxo-1λ6-thiane-4-carboxamide N=S1(CCC(CC1)C(=O)NC)=O